FC1(CCC(CC1)NC1=NC(=NC(=N1)NC1CCC(CC1)(F)F)C=1N=C(OC1)C)F N2,N4-bis(4,4-difluorocyclohexyl)-6-(2-methyloxazol-4-yl)-1,3,5-triazine-2,4-diamine